FC(C)(F)C1=NC(=CC(=N1)NC1=CC(=NC=C1OCC12OCC(CC1)(CC2)C)NC(C)=O)C N-(4-((2-(1,1-difluoroethyl)-6-methylpyrimidin-4-yl)amino)-5-(((1s,4s)-4-methyl-2-oxabicyclo[2.2.2]octan-1-yl)methoxy)pyridin-2-yl)acetamide